FC=1C=C2[C@H]3CCCN3C=3C=CN4N=CC(C(NCCCC2=NC1)=O)=C4N3 (6R)-9-fluoro-2,11,16,20,21,24-hexaazapentacyclo[16.5.2.02,6.07,12.021,25]pentacosa-1(24),7,9,11,18(25),19,22-heptaen-17-one